FCS(=O)(=O)C=1C(=CC=CC1)C1=CC=CC=C1 fluorobiphenyl-sulphonylmethane